C1(CC1)[C@H](C(C)(C)O)N1CC2=CC=CC(=C2C1=O)NC(C1=C(C(=NC=C1C)OC)C)=O |o1:3| (R or S)-N-(2-(1-cyclopropyl-2-hydroxy-2-methylpropyl)-3-oxoisoindolin-4-yl)-2-methoxy-3,5-dimethylisonicotinamide